Br.C(CCCC)(=O)N pentanamide hydrobromide